CN([C@H]1C[C@@H]([C@@H](CC1)NC1=NC=C2C(=N1)N(C(N(C2)C2=CC(=C(C=C2)NS(=O)(=O)CC2=CC=C(C=C2)F)F)=O)C(C)C)C)C N-(4-(7-(((1r,2s,4r)-4-(dimethylamino)-2-methylcyclohexyl)amino)-1-isopropyl-2-oxo-1,4-dihydropyrimido[4,5-d]pyrimidin-3(2H)-yl)-2-fluorophenyl)-1-(4-fluorophenyl)methanesulfonamide